BrC=1C(=O)NC(C1)=O Bromomaleimide